ricinoleylamine C(CCCCCCC\C=C/C[C@H](O)CCCCCC)N